CS(=O)(=O)CC1(COC1)C 3-(methylsulfonylmethyl)-3-methyloxetane